ClC1=NNC2=NC(=NC(=C21)N(C)C2N(CCCC2)C=CC=O)NC=2C=NN(C2)CC 3-((3-chloro-6-((1-ethyl-1H-pyrazol-4-yl)amino)-1H-pyrazolo[3,4-d]pyrimidin-4-yl(methyl)amino)piperidin-1-yl)prop-2-en-1-one